O=C1N[C@@]2(C(N1C1=CC=C(C=C1)C(F)(F)F)=O)CCN(CCC2)C(=O)OC(C)(C)C (R)-tert-butyl 2,4-dioxo-3-(4-(trifluoromethyl) phenyl)-1,3,8-triazaspiro[4.6]undecane-8-carboxylate